C(#N)C1(CC1)NC(=O)[C@H]1N(C[C@@H](C1)S(=O)(=O)C1=C(C=C(C=C1)N1N=C(N=C1C)C)C(F)(F)F)C(=O)C1(CC1)C(F)(F)F (2S,4R)-4-[4-(3,5-dimethyl-[1,2,4]triazol-1-yl)-2-trifluoromethyl-benzenesulfonyl]-1-(1-trifluoromethyl-cyclopropanecarbonyl)-pyrrolidine-2-carboxylic acid (1-cyano-cyclopropyl)-amide